racemic-4-(1-(methylamino)ethyl)-2,6-naphthyridin-1(2H)-one CN[C@H](C)C1=CNC(C2=CC=NC=C12)=O |r|